(7R)-2-chloro-8-cyclopentyl-7-ethyl-7,8-dihydro-5-methyl-6(5H)-pteridinone ClC1=NC=2N([C@@H](C(N(C2C=N1)C)=O)CC)C1CCCC1